C(CCCCCCCCCCCCCCCCC)SSCCCCCCCCCCCCCCCCCC dioctadecyl disulphide